C(C1=CC=CC=C1)(C1=CC=CC=C1)(C1=CC=CC=C1)N[C@@H](CC1=CNC=N1)C(=O)O Trityl-L-Histidine